methyl 2-((2-fluoro-4-nitrophenyl)thio)acetate FC1=C(C=CC(=C1)[N+](=O)[O-])SCC(=O)OC